C(C)(C)(C)OC(=O)N1CCC(=CC1)C1=C(C(=CC=C1)Cl)NC(=O)N1CCC(CC1)(C)C#N 4-{3-chloro-2-[(4-cyano-4-methylpiperidine-1-carbonyl)amino]phenyl}-3,6-dihydropyridine-1(2H)-carboxylic acid tert-butyl ester